C[N+](CCC)(CCOC(C=C)=O)C N,N-dimethyl-N-acryloyloxyethyl-N-propyl-ammonium